(R)-2-(5-((4-((1-(5-amino-2-fluoro-3-methylphenyl)ethyl)amino)-2-methylquinazolin-6-yl)(methyl)amino)-2-hydroxyphenyl)-N,N-dimethylacetamide NC=1C=C(C(=C(C1)[C@@H](C)NC1=NC(=NC2=CC=C(C=C12)N(C=1C=CC(=C(C1)CC(=O)N(C)C)O)C)C)F)C